NC1=CC=C(C=N1)OC1=CC=C(C=C1)NC(=O)NC1=CC(=CC=C1)C(F)(F)F 1-(4-((6-aminopyridin-3-yl)oxy)phenyl)-3-(3-(trifluoromethyl)phenyl)urea